tert-butyl N-tert-butoxycarbonyl-N-[(E)-4-(1,3-dioxoisoindolin-2-yl)but-2-enyl]carbamate C(C)(C)(C)OC(=O)N(C(OC(C)(C)C)=O)C\C=C\CN1C(C2=CC=CC=C2C1=O)=O